2-methylprop-2-yl 6-methylidene-1,4-oxazepane-4-carboxylate C=C1CN(CCOC1)C(=O)OC(C)(C)C